CC1=C(NC2=CC=C(C=C2)C)C(=CC(=C1)C)C 2,4,6-trimethyl-N-(p-tolyl)aniline